C(C)(C)(C)C=1C=C(N(N1)C1=CC(=CC=C1)CN(C)C)N 5-tert-butyl-2-[3-[(dimethylamino)methyl]phenyl]pyrazol-3-amine